3-Methyl-4-nonylphenol CC=1C=C(C=CC1CCCCCCCCC)O